FC1CC(N(C1)C(CNC1=NC(=NC=C1)C)=O)C(=O)NC(C1=CC=CC=C1)C1=NC(=C(C=C1)C(C)C)F 4-fluoro-N-{[6-fluoro-5-(propan-2-yl)pyridin-2-yl](phenyl)methyl}-1-{2-[(2-methylpyrimidin-4-yl)amino]acetyl}pyrrolidine-2-carboxamide